4-(4-(2-methoxyethyl)piperazin-1-yl)-3-methylbutanoate COCCN1CCN(CC1)CC(CC(=O)[O-])C